P(=O)(O)(O)OC1(C(O)=O)C[C@H](O)[C@@H](NC(C)=O)[C@@H](O1)[C@H](O)[C@H](O)CO monophospho-N-acetyl-neuraminic acid